biphenyl zirconium dichloride [Cl-].[Cl-].[Zr+2].C1(=CC=CC=C1)C1=CC=CC=C1